1-(4-(4-amino-3-chloro-1H-pyrazol-1-yl)piperidin-1-yl)-2,2-dimethylpropane-1-one NC=1C(=NN(C1)C1CCN(CC1)C(C(C)(C)C)=O)Cl